C(C)[C@]1(C(OCC=2C(N3CC=4N(C5=CC=C(C=C5C(C4C3=CC21)=O)F)[C@@H]2[C@H](CCC2)O)=O)=O)O (S)-4-ethyl-8-fluoro-4-hydroxy-11-((1S,2S)-2-hydroxycyclopentyl)-1,12-dihydro-14H-pyrano[3',4':6,7]indolizino[2,1-b]quinoline-3,6,14(4H,11H)-trione